5-(bromomethyl)-2,3-difluorobenzoic acid ethyl ester C(C)OC(C1=C(C(=CC(=C1)CBr)F)F)=O